C(C1=CC=CC=C1)OC1=C(C=C(C=C1)F)C1(CC1)N (2-(benzyloxy)-5-fluorophenyl)cyclopropan-1-amine